C1(CCCCC1)C1=CC=C(C=C1)C=1SC=C(N1)S(=O)(=O)NC1=C(C=C(C=C1)P(OCC)(OCC)=O)OC diethyl 4-[2-(4-cyclohexylphenyl)-1,3-thiazole-4-sulfonylamino]-3-methoxyphenylphosphonate